C(C#CC)(=O)OC1=C(C=C(C=C1)OC)C(C)(C)C 2-tert-butyl-4-methoxyphenol butynoate